4-fluoro-2-methyl-1-(1-methylpiperidin-4-yl)-6-(1H-pyrrolo[2,3-b]pyridin-3-yl)-1H-benzo[d]imidazole FC1=CC(=CC=2N(C(=NC21)C)C2CCN(CC2)C)C2=CNC1=NC=CC=C12